O[C@H]1[C@@H](N(CC1)C(=O)OC(C)(C)C)CC1=C(C=CC=C1)OC tert-butyl (2S,3R)-3-hydroxy-2-(2-methoxybenzyl)pyrrolidine-1-carboxylate